OC1=C(C=CC(=C1)O)C(C(CC=1C=CC(=C(C1)OS(=O)(=O)O)O)O)C1=C(C=C(C=2CC(C(OC21)C2=CC(=C(C=C2)O)O)O)O)O {5-[3-(2,4-dihydroxyphenyl)-3-[2-(3,4-dihydroxyphenyl)-3,5,7-trihydroxy-3,4-dihydro-2H-1-benzopyran-8-yl]-2-hydroxypropyl]-2-hydroxyphenyl}oxidanesulfonic acid